3-[2-[(E,3R)-5-[3-(benzenesulfonamido)phenyl]-3-hydroxypent-4-enoxy]phenyl]propanoic acid C1(=CC=CC=C1)S(=O)(=O)NC=1C=C(C=CC1)/C=C/[C@@H](CCOC1=C(C=CC=C1)CCC(=O)O)O